OC=1C=C(C=CC1C=O)C1=CC(=C(C=C1)C=O)O 3,3'-dihydroxy-[1,1'-biphenyl]-4,4'-dicarboxaldehyde